(trans-3-azidocyclobutyl)isoxazole-5-carboxamide N(=[N+]=[N-])[C@@H]1C[C@H](C1)C1=NOC(=C1)C(=O)N